NC1=NC=2N(C=C1)N=C(C2C2=CC=NC=C2)C=2C=C(C#N)C=CC2 3-[5-amino-3-(4-pyridinyl)pyrazolo[1,5-a]pyrimidin-2-yl]benzonitrile